(2-mercaptoethyl)dimethyl(methoxy)silane SCC[Si](OC)(C)C